1-(3-(4-Cyanophenyl)-1,2,4-oxadiazol-5-yl)-N-((1-((5-methylpyridin-2-yl)methyl)pyrrolidin-3-yl)methyl)piperidine-4-carboxamide C(#N)C1=CC=C(C=C1)C1=NOC(=N1)N1CCC(CC1)C(=O)NCC1CN(CC1)CC1=NC=C(C=C1)C